(5S)-9,9-dimethyl-2-[1-methyl-5-(trifluoromethyl)-1H-pyrazole-4-carbonyl]-8-oxo-2-azaspiro[4.5]dec-6-ene-7-carbonitrile CC1(C(C(=C[C@@]2(CCN(C2)C(=O)C=2C=NN(C2C(F)(F)F)C)C1)C#N)=O)C